tert-butyl 3-hydroxy-3-(2-trimethylsilylethynyl)piperidine-1-carboxylate OC1(CN(CCC1)C(=O)OC(C)(C)C)C#C[Si](C)(C)C